ClC=1C(=NC(=C(C1)F)N1N=C(C=C1)C(F)(F)F)CC1=CC(=CC=C1)C(F)(F)F 3-chloro-5-fluoro-2-{[3-(trifluoromethyl)phenyl]methyl}-6-[3-(trifluoromethyl)pyrazol-1-yl]pyridine